BrC=1C(=C(C=CC1)NC(=O)C1=NN2C(/C(/CCC2)=N/[S@](=O)C(C)(C)C)=C1)Cl (4E)-N-(3-bromo-2-chloro-phenyl)-4-[(R)-tert-butylsulfinyl]imino-6,7-dihydro-5H-pyrazolo[1,5-a]pyridine-2-carboxamide